Cl.C(C)OC(CC(C)C1=C2CCNCC2=CC=C1)=O 3-(1,2,3,4-Tetrahydroisoquinolin-5-yl)butanoic acid ethyl ester hydrochloride